1-(3-Bromo-5-(hydroxymethyl)-1H-pyrazol-1-yl)-2-methylpropan-2-ol BrC1=NN(C(=C1)CO)CC(C)(O)C